vinylbenzyl-diphenyl-oxygen phosphorus [P].C(=C)C=1C(=C(C=CC1)OC1=CC=CC=C1)CC1=CC=CC=C1